C(C)OC(=O)C1C(=CC(C(C1C)C)OC(C)=O)C 4-acetoxy-2,5,6-trimethylcyclohex-2-ene-1-carboxylic acid ethyl ester